BrC=1C=C(C=CC1)C1=C(C=C(C=C1)C)C 3'-bromo-2,4-dimethyl-[1,1'-biphenyl]